Cl.NCCCCCCNC(C1=C(C=C(C=C1)NC=1C=2N(C=CN1)C(=CN2)C2=C(C(=C(C=C2)OC)F)F)CC)=O N-(6-aminohexyl)-4-((3-(2,3-difluoro-4-methoxyphenyl)imidazo[1,2-a]pyrazin-8-yl)amino)-2-ethylbenzamide hydrochloride